chloro-5-cyclopropoxy-3-(1H-imidazol-1-yl)-2-(5-(trifluoromethyl)-1H-1,2,4-triazol-3-yl)-1H-indole ClN1C(=C(C2=CC(=CC=C12)OC1CC1)N1C=NC=C1)C1=NNC(=N1)C(F)(F)F